[Na].C(CC)=O Propionaldehyde sodium salt